N1-(2-(dimethylamino)ethyl)-N4-(4-(imidazo[1,2-b]pyridazine-6-yl)pyrimidin-2-yl)-5-methoxy-N1-methyl-2-nitrobenzene-1,4-diamine CN(CCN(C1=C(C=C(C(=C1)OC)NC1=NC=CC(=N1)C=1C=CC=2N(N1)C=CN2)[N+](=O)[O-])C)C